tert-butyl 2-(1-(6,7-dimethoxycinnoline-4-yl)azetidin-3-yl)ethylcarbamate COC=1C=C2C(=CN=NC2=CC1OC)N1CC(C1)CCNC(OC(C)(C)C)=O